CC1=CC=C(C=C1)C(CCN1N=CN=C1)=O 1-(4-methylphenyl)-3-(1H-1,2,4-triazol-1-yl)propan-1-one